(R)-4-(7-(3,5-Dimethylisoxazol-4-yl)-2-(1H-indol-4-yl)thieno[3,2-d]pyrimidine-4-yl)-3-methylmorpholine CC1=NOC(=C1C1=CSC2=C1N=C(N=C2N2[C@@H](COCC2)C)C2=C1C=CNC1=CC=C2)C